OC1=CN(C=C1O)C 3,4-dihydroxy-1-methylpyrrole